N-(2-(4-amino-2-((6-morpholinylpyridin-3-yl)amino)quinazolin-8-yl)pyridin-4-yl)acrylamide NC1=NC(=NC2=C(C=CC=C12)C1=NC=CC(=C1)NC(C=C)=O)NC=1C=NC(=CC1)N1CCOCC1